COC(=O)C1(CC1)C Methyl-1-methylcyclopropan-carboxylat